CC1(OB(OC1(C)C)C1=CC=C(C=C1)C1=CC=CC2=C1SC1=C2C=CC=C1)C 4-[4-(4,4,5,5-tetramethyl-1,3,2-dioxaborolan-2-yl)phenyl]dibenzothiophene